tetramethyl ((5-((4-(hydroxymethyl)-2-methyl-4,5-dihydrooxazol-4-yl)methoxy)-1,3-phenylene)bis(ethane-2,1-diyl))bis(phosphonate) OCC1(N=C(OC1)C)COC=1C=C(C=C(C1)CCP(OC)(OC)=O)CCP(OC)(OC)=O